tert-butyl N-(5-bromo-6-fluoro-2-pyridyl)-N-tert-butoxycarbonyl-carbamate BrC=1C=CC(=NC1F)N(C(OC(C)(C)C)=O)C(=O)OC(C)(C)C